4-(2-methoxyethyl)-7-((4-(4-(trifluoromethyl)piperidin-1-yl)phenyl)amino)-2H-benzo[b][1,4]oxazin-3(4H)-one COCCN1C2=C(OCC1=O)C=C(C=C2)NC2=CC=C(C=C2)N2CCC(CC2)C(F)(F)F